C[C@H]1N(CC[C@H](C1)N(C=1N=NC(=CC1)C=1C=CC(=C2CC(NC12)=O)C=1C=NN(C1)C1OCCCC1)C)C(=O)OC(C)(C)C tert-Butyl (2R,4R)-2-methyl-4-[methyl(6-[4-[1-(oxan-2-yl)pyrazol-4-yl]-2-oxo-1,3-dihydro indol-7-yl]pyridazin-3-yl)amino]piperidine-1-carboxylate